N-(6-((4-(aminomethyl)-1H-pyrazol-1-yl)methyl)-4-methoxybenzo[d]isoxazol-3-yl)-5-ethyl-2-(pyridin-3-ylmethoxy)benzenesulfonamide hydrochloride Cl.NCC=1C=NN(C1)CC1=CC2=C(C(=NO2)NS(=O)(=O)C2=C(C=CC(=C2)CC)OCC=2C=NC=CC2)C(=C1)OC